FC=1C=C(C=CC1F)C1=NN(C(=C1)O)C=1SC=C(N1)C(=O)OC(C)OC(=O)OCC 1-((ethoxycarbonyl)oxy)ethyl 2-(3-(3,4-difluorophenyl)-5-hydroxy-1H-pyrazol-1-yl)thiazole-4-carboxylate